3-(7-azabicyclo[2.2.1]heptan-7-yl)-5-chloro-4-((pyrrolidin-1-ylsulfonyl)carbamoyl)benzoic acid C12CCC(CC1)N2C=2C=C(C(=O)O)C=C(C2C(NS(=O)(=O)N2CCCC2)=O)Cl